ClC1=C(C=CC=C1C1=CC=C(C(=N1)OC)CNC(CO)(CO)CO)C1=C(C(=CC=C1)NC=1C2=C(N=C(N1)C)C=CC=N2)C 2-(((6-(2-chloro-2'-methyl-3'-((2-methylpyrido[3,2-d]pyrimidin-4-yl)amino)-[1,1'-biphenyl]-3-yl)-2-methoxypyridin-3-yl)methyl)amino)-2-(hydroxymethyl)propane-1,3-diol